2-((4-amino-3-(3-fluoro-4-methoxyphenyl)-1H-pyrazolo[3,4-d]pyrimidin-1-yl)methyl)-3-cyclohexyl-5-fluoroquinazolin-4(3H)-one NC1=C2C(=NC=N1)N(N=C2C2=CC(=C(C=C2)OC)F)CC2=NC1=CC=CC(=C1C(N2C2CCCCC2)=O)F